N-(1-(2-(cyclopropanesulfonamido)thiazol-4-yl)cyclopropyl)quinoline-3-carboxamide C1(CC1)S(=O)(=O)NC=1SC=C(N1)C1(CC1)NC(=O)C=1C=NC2=CC=CC=C2C1